methyl 2-[tert-butoxycarbonyl-[3-[tert-butyl(dimethyl)silyl]oxy-2-methoxy-propyl]amino]thiazole-4-carboxylate C(C)(C)(C)OC(=O)N(C=1SC=C(N1)C(=O)OC)CC(CO[Si](C)(C)C(C)(C)C)OC